(2R)-1,1-difluoro-2-[5-(pyridin-3-yl)-1,2,4-oxadiazol-3-yl]-6-azaspiro[2.5]octane-6-sulfonamide FC1([C@H](C12CCN(CC2)S(=O)(=O)N)C2=NOC(=N2)C=2C=NC=CC2)F